4-(carbazol-9-yl)phenylboronic acid C1=CC=CC=2C3=CC=CC=C3N(C12)C1=CC=C(C=C1)B(O)O